tert-butyl-6-(1H-pyrazol-1-yl)-1-(2,4,5-trifluorobenzyl)-1,3,5-triazine-2,4(1H,3H)-dione C(C)(C)(C)N1C(N(C(=NC1=O)N1N=CC=C1)CC1=C(C=C(C(=C1)F)F)F)=O